NC1=CC(=CN=N1)NCC=1N=C2N(C=C(C=C2N2C(N(C(C2)=O)C)=O)C2CC2)C1 1-(2-(((6-aminopyridazin-4-yl)amino)methyl)-6-cyclopropylimidazo[1,2-a]pyridin-8-yl)-3-methylimidazolidine-2,4-dione